2-(3',4'-dichlorobenzoyl)-indan-1,3-dione ClC=1C=C(C(=O)C2C(C3=CC=CC=C3C2=O)=O)C=CC1Cl